C(CCCCCCCCCCCCCCC)SCCO 2-(hexadecylthio)-1-ethanol